methyl-butyl-di(dimethylamino)silane C[Si](N(C)C)(N(C)C)CCCC